OC1CCC(CC1)S(=O)(=O)O 4-Hydroxycyclohexane-1-sulfonic acid